C(C)(=O)OC1=C(C(=O)OC)C=CC(=C1)OC(C)=O methyl 2,4-diacetoxybenzoate